(S)-1-(4,4-dimethyltetrahydrofuran-3-yl)-2-(2,3,6-trifluoro-4-(6-((5-methoxy-1,3,4-thiadiazol-2-yl)methoxy)pyridin-2-yl)benzyl)-1H-benzo[d]imidazole-6-carboxylic acid CC1([C@@H](COC1)N1C(=NC2=C1C=C(C=C2)C(=O)O)CC2=C(C(=C(C=C2F)C2=NC(=CC=C2)OCC=2SC(=NN2)OC)F)F)C